FC=1C(=C(C=C(C1)F)C=1C=C2C(=NN1)N(C[C@@H]1N2C[C@@H](N(C1)C(=O)OC(C)(C)C)C)C(=O)OC(C)(C)C)O di-tert-butyl (6aR,9S)-2-(3,5-difluoro-2-hydroxyphenyl)-9-methyl-6a,7,9,10-tetrahydro-5H-pyrazino[1',2':4,5]pyrazino[2,3-c]pyridazine-5,8(6H)-dicarboxylate